2-Amino-4-(butylamino)-6-(4-(hydroxymethyl)benzyl)pyridin NC1=NC(=CC(=C1)NCCCC)CC1=CC=C(C=C1)CO